BrC1=C2C=3CC[C@H](CC3NC2=C(C=C1F)C(=O)N)C(C)(C)O |r| Racemic-5-bromo-6-fluoro-2-(2-hydroxypropan-2-yl)-2,3,4,9-tetrahydro-1H-carbazole-8-carboxamide